[N+](=O)([O-])C1=CC=C2C=C3N(C2=C1)C1=C(C=N3)C=CC=N1 10-nitropyrido[3',2':5,6]pyrimido[1,2-a]indole